trans-1-penten-1-ylboronic acid pinacol ester C(=C\CCC)/B1OC(C)(C)C(C)(C)O1